C(C)(C)(C)C1=CC(=C(C=C1Cl)C1=CC(C(=C(N1)C)C1=CC=CC(=N1)C(=O)N)=O)C 6-[6-(4-tert-butyl-5-chloro-2-methyl-phenyl)-2-methyl-4-oxo-1H-pyridin-3-yl]pyridine-2-carboxamide